omega-undecenoic acid C=CCCCCCCCCC(=O)O